C(C=C)C1=CC(=C(C=C1)OCC\C=C(\CCC=C(C)C)/C)OC (E)-4-allyl-1-((4,8-dimethylnona-3,7-dien-1-yl)oxy)-2-methoxybenzene